Tert-Butyl 5-((R)-5-Methyl-7-Oxo-5,6,7,8-Tetrahydropyrido[2,3-d]Pyrimidin-4-Yl)-2,5-Diazabicyclo[4.1.0]Heptane-2-Carboxylate C[C@@H]1CC(NC=2N=CN=C(C21)N2CCN(C1CC21)C(=O)OC(C)(C)C)=O